2-methyl-4-(4,4,5,5-tetramethyl-1,3,2-dioxaborolan-2-yl)-1H-indole-7-carboxamide CC=1NC2=C(C=CC(=C2C1)B1OC(C(O1)(C)C)(C)C)C(=O)N